(Z)-5-octadecenoic acid methyl ester COC(CCC\C=C/CCCCCCCCCCCC)=O